C(C(=O)O[SeH])(=O)O[SeH] diselenyl oxalate